magnesium carbonate disilicate [Si]([O-])([O-])(O)O.[Si](O)(O)(O)O.C(O)(O)=O.[Mg+2]